tert-butyl 5-oxo-6-(p-tolylsulfonyl)-7-azabicyclo[2.2.1]hept-2-ene-7-carboxylate O=C1C2C=CC(C1S(=O)(=O)C1=CC=C(C=C1)C)N2C(=O)OC(C)(C)C